N[C@H]1COC2=C(C1)C=CC(=C2)C2(CCS(CC2)(=O)=O)C#N 4-[(3R)-3-amino-3,4-dihydro-2H-1-benzopyran-7-yl]-1,1-dioxo-1λ6-thiane-4-carbonitrile